2-(2-Methylbiphenyl-3-yl)furo[2,3-b]pyridine-5-carboxylic acid methyl ester COC(=O)C=1C=C2C(=NC1)OC(=C2)C=2C(=C(C=CC2)C2=CC=CC=C2)C